2-Aminoprop-1-ene-1,1,3-tricarbonitrile sodium salt [Na].NC(=C(C#N)C#N)CC#N